C1(CC1)NC(=O)C1=C(C=CC=C1)SC1=CC=C2C(=NN(C2=C1)C(=O)OC(C)(C)C)\C=C\C1=NC=C(C=C1)OCCN(C)C tert-butyl 6-[2-(cyclopropylcarbamoyl)phenyl]sulfanyl-3-[(trans)-2-[5-[2-(dimethylamino)ethoxy]-2-pyridyl]vinyl]indazole-1-carboxylate